OC1=C(C=C(C=C1)C1(CCCCCCCCCCC1)C1=CC(=C(C=C1)O)C(C)CC)C(C)CC 1,1-bis(4-hydroxy-3-sec-butylphenyl)cyclododecane